C1(CC1)OC1=CC=C2C(=N1)NC(=C2)C(=O)NC2CC[Si](CC2)(C)C 6-(Cyclopropoxy)-N-(1,1-dimethylsilacyclohexan-4-yl)-1H-pyrrolo[2,3-b]pyridine-2-carboxamide